ClC1=NC=CC(=C1[N+](=O)[O-])N(CC1=CC=C(C=C1)OC)CC1=CC=C(C=C1)OC 2-chloro-N,N-bis(4-methoxybenzyl)-3-nitropyridin-4-amine